C(CCC)C=1C=C2C(=CC(=NC2=CC1)N(CC(C(=O)O)C)C)C1=CC(=CC=C1)C#N 3-{[6-butyl-4-(3-cyanophenyl)quinolin-2-yl](methyl)amino}-2-methylpropanoic acid